NC1=C(C=C(C=C1)C1=CC=C(C=C1)F)NC(C1=CC=C(C=C1)[S@](=O)(=N)C=1C=NC=NC1)=O |o1:22| rel-(R)-N-[2-amino-5-(4-fluorophenyl)phenyl]-4-(pyrimidin-5-ylsulfonimidoyl)benzamide